C(C=C)(=O)N1C[C@H](C[C@@H]1COC)N1N=C(C(=C1NC)C(=O)N)C#CC1=C(C2=C(N(C(=N2)C)C)C(=C1F)F)F 1-((3S,5R)-1-acryloyl-5-(methoxymethyl)pyrrolidin-3-yl)-5-(methylamino)-3-((4,6,7-trifluoro-1,2-dimethyl-1H-benzo[d]imidazol-5-yl)ethynyl)-1H-pyrazole-4-carboxamide